ClC1=C(C(=O)N(C(OCC)=O)C2CC2)C=C(C=C1)C=1C=NN(C1)C=1N(N=C(C1OC(F)F)C(C(F)(F)F)(C(F)(F)F)F)C ethyl N-[2-chloro-5-[1-[4-(difluoromethoxy)-2-methyl-5-[1,2,2,2-tetrafluoro-1-(trifluoromethyl)ethyl]pyrazol-3-yl]pyrazol-4-yl]benzoyl]-N-cyclopropyl-carbamate